tert-butyl 4-cyano-4-(pyridin-3-yl)piperidine-1-carboxylate C(#N)C1(CCN(CC1)C(=O)OC(C)(C)C)C=1C=NC=CC1